CN[C@@H](CCC1=CC=C(C=C1)OC)C(=O)O N-methyl-L-O-methylhomotyrosine